CN1N=C(C=C1)CNS(=O)(=O)C1=C(C=C(C(=O)OC)C=C1)[N+](=O)[O-] methyl 4-(N-((1-methyl-1H-pyrazol-3-yl)methyl)sulfamoyl)-3-nitrobenzoate